4-chloro-N-(1-(5-(6-isopropoxypyridin-2-yl)-5,6,7,8-tetrahydro-1,5-naphthyridin-2-yl)ethyl)benzamide ClC1=CC=C(C(=O)NC(C)C2=NC=3CCCN(C3C=C2)C2=NC(=CC=C2)OC(C)C)C=C1